N(=[N+]=[N-])C1C2=NC=CC=C2CC12CCN(CC2)C(=O)OC(C)(C)C tert-butyl 7-azido-5,7-dihydrospiro[cyclopenta[b]pyridine-6,4'-piperidine]-1'-carboxylate